E-2,4-hexadienal C(\C=C\C=CC)=O